N-(3-chlorophenyl)-3-ethyl-1-(thiazol-2-yl)-1H-pyrazole-4-carboxamide ClC=1C=C(C=CC1)NC(=O)C=1C(=NN(C1)C=1SC=CN1)CC